methyl 4-bromo-3-(3-fluoro-4-(4-methylpyrimidin-2-yl) oxo-phenyl)-5-methyl-1H-pyrrole-2-carboxylate BrC=1C(=C(NC1C)C(=O)OC)C1C(C(=C(C=C1)C1=NC=CC(=N1)C)F)=O